BrC1=C(C=CC=C1)CCOCCCN 3-[2-(2-bromophenyl)ethoxy]propan-1-amine